trans-N-[4-(6-chloropyrazolo[3,4-d]pyrimidin-1-yl)cyclohexyl]-2-hydroxy-acetamide ClC1=NC=C2C(=N1)N(N=C2)[C@@H]2CC[C@H](CC2)NC(CO)=O